C(\C=C\C)(=O)OCCC(C)O 3-hydroxybutyl (E)-but-2-enoate